N-[(4-methoxyphenyl)methyl]-N-methyl-5-(1-methylimidazol-4-yl)-6-[[3-(pentafluoro-lambda6-mercapto)phenyl]methoxy]pyridine-3-sulfonamide COC1=CC=C(C=C1)CN(S(=O)(=O)C=1C=NC(=C(C1)C=1N=CN(C1)C)OCC1=CC(=CC=C1)S(F)(F)(F)(F)F)C